5-fluoro-3',4',5',6'-tetrahydro-3H-spiro[isobenzofuran-1,2'-pyran]-3',4',5'-triol FC=1C=C2COC3(OCC(C(C3O)O)O)C2=CC1